5-bromo-2-(3,4-dimethoxyphenyl)-3-isopropyl-1H-indole BrC=1C=C2C(=C(NC2=CC1)C1=CC(=C(C=C1)OC)OC)C(C)C